N-benzyl-3-(1-hydroxycyclohexyl)-N-methylpropanamide C(C1=CC=CC=C1)N(C(CCC1(CCCCC1)O)=O)C